C(C)C=1C=C(C=CC1OCCN1CC(NCC1)C)N1C(N(C(C1(C)C)=O)C=1C=C(C(=NC1)C#N)C(F)(F)F)=S 5-(3-(3-ethyl-4-(2-(3-methylpiperazin-1-yl)ethoxy)phenyl)-4,4-dimethyl-5-oxo-2-thioxoimidazolidin-1-yl)-3-(trifluoromethyl)pyridinecarbonitrile